O[C@H]1CN(C[C@@H]1[C@@H]1N2C(C3=CC=CC=C13)=CN=C2)S(=O)(=O)N (3R,4R)-3-hydroxy-4-[(5S)-5H-imidazo[4,3-a]isoindol-5-yl]pyrrolidine-1-sulfonamide